8-[2-[tert-butyl(dimethyl)silyl]oxyethyl]-2-chloro-N-[(3R)-2,3,4,9-tetrahydro-1H-carbazol-3-yl]-6,7-dihydropyrimido[5,4-b][1,4]oxazin-4-amine [Si](C)(C)(C(C)(C)C)OCCN1C2=C(OCC1)C(=NC(=N2)Cl)N[C@@H]2CCC=1NC3=CC=CC=C3C1C2